4-(6-bromohexyloxy)-2-(2,6-dioxopiperidin-3-yl)isoindoline-1,3-dione BrCCCCCCOC1=C2C(N(C(C2=CC=C1)=O)C1C(NC(CC1)=O)=O)=O